CC(C)(C)OC(=O)N1CCN2C[C@@H](C[C@H]2C1)O tert-butyl (7R,8aS)-7-hydroxy-octahydropyrrolo[1,2-a]piperazine-2-carboxylate